(2-(2-Benzyl-4-methylphenoxy)ethyl)-1,2,6-trimethylpiperazine C(C1=CC=CC=C1)C1=C(OCCC2(N(C(CNC2)C)C)C)C=CC(=C1)C